4-amino-isobutyl-1H-imidazo[4,5-c]quinoline NC1=NC=2C=CC=CC2C2=C1N=CN2CC(C)C